Tert-butyl (tert-butoxycarbonyl)(3-chloro-4-methoxypyrazolo[1,5-a]pyridin-5-yl)carbamate C(C)(C)(C)OC(=O)N(C(OC(C)(C)C)=O)C1=C(C=2N(C=C1)N=CC2Cl)OC